COCCN1C(=[N+](C=C1)CCOC)C 1,3-bis(2-methoxyethyl)-2-methylimidazolium